(S)-3-amino-1-(4-(6-(1-methyl-1H-pyrazol-4-yl)pyrazolo[1,5-a]pyridin-3-yl)piperazin-1-yl)-3-phenylpropan-1-one N[C@@H](CC(=O)N1CCN(CC1)C=1C=NN2C1C=CC(=C2)C=2C=NN(C2)C)C2=CC=CC=C2